NC=1C=C2C(N(C(N(C2=CC1)C(C)C)=O)CCOC)=O 6-amino-1-isopropyl-3-(2-methoxyethyl)quinazoline-2,4(1H,3H)-dione